C1NCC12C(CC2)O 2-azaspiro[3.3]heptan-5-ol